4-hydroxymethyl-α-methylstyrene OCC1=CC=C(C(=C)C)C=C1